tert-butyl (S)-2-((((9H-fluoren-9-yl)methoxy)carbonyl)amino)-3-(6-cyanopyridin-3-yl)propanoate C1=CC=CC=2C3=CC=CC=C3C(C12)COC(=O)N[C@H](C(=O)OC(C)(C)C)CC=1C=NC(=CC1)C#N